C(C)(C)(C)N(C(O)=O)C1=CC(=CC=C1)NC=1N=C(N=NC1Cl)Cl.COCCOC1=CC(=NC2=CC=C(C=C12)[N+](=O)[O-])C1=CN=CS1 5-(4-(2-methoxyethoxy)-6-nitroquinolin-2-yl)thiazole tert-butyl-(3-((3,6-dichloro-1,2,4-triazin-5-yl)amino)phenyl)carbamate